S1C(=NC=C1)CNCCCCNC(OC(C)(C)C)=O tert-butyl (4-((thiazol-2-ylmethyl)amino)butyl)carbamate